tert-Butyl 4-((4-(2,4-dioxotetrahydropyrimidin-1(2H)-yl)-1-isopropyl-N-methyl-1H-indole-6-carboxamido)methyl)piperidine-1-carboxylate O=C1N(CCC(N1)=O)C1=C2C=CN(C2=CC(=C1)C(=O)N(C)CC1CCN(CC1)C(=O)OC(C)(C)C)C(C)C